C1(CCCCC1)C=1C=C(CN2CCN(CC2)CC2=CC(=C(OC(C(=O)OCC)(C)C)C(=C2)C)C)C=CC1C(F)(F)F Ethyl 2-(4-((4-(3-cyclohexyl-4-(trifluoromethyl) benzyl) piperazin-1-yl) methyl)-2,6-dimethylphenoxy)-2-methylpropionate